2-((5-Methyl-3-(6-methylpyridin-3-yl)isoxazol-4-yl)methyl)-5-(3-(pyridin-3-yloxy)azetidin-1-yl)pyridazin-3(2H)-one CC1=C(C(=NO1)C=1C=NC(=CC1)C)CN1N=CC(=CC1=O)N1CC(C1)OC=1C=NC=CC1